Nα-Fmoc-Nε-[1-(4,4-dimethyl-2,6-dioxocyclohexylidene)ethyl]-L-lysine C(=O)(OCC1C2=CC=CC=C2C2=CC=CC=C12)N[C@@H](CCCCNC(C)=C1C(CC(CC1=O)(C)C)=O)C(=O)O